O1CCC(CC1)OC1=NC(=NC(=C1)N(C)CC1=CC(=C(C(=C1)OC)OC)OC)NC=1SC(=C(N1)C)C(=O)OCC 2-[[4-[4-tetrahydropyranyl]oxy-6-[[N-[(3,4,5-trimethoxyphenyl)methyl]]-N-(methyl)amino]-2-pyrimidinyl]amino]-4-methyl-5-thiazolecarboxylic acid, ethyl ester